N-[1-Hydroxy-3-(pyridin-3-yl)propan-2-yl]-2-(1-methyl-1H-pyrazol-4-yl)-6-[4-(trifluoromethoxy)phenyl]pyrimidin OCC(CC=1C=NC=CC1)N1C(N=CC=C1C1=CC=C(C=C1)OC(F)(F)F)C=1C=NN(C1)C